N=1BOC=CC1 azaboroxine